tert-butyl 4-hydroxy-4-(1-nitroethyl)piperidine-1-carboxylate OC1(CCN(CC1)C(=O)OC(C)(C)C)C(C)[N+](=O)[O-]